6-(3-amino-6-(3-((dimethylamino)methyl)-4-(tetrahydro-2H-pyran-4-yl)phenyl)-5-fluoropyrazin-2-yl)-8-fluoro-4-methylisoquinolin-1(2H)-one NC=1C(=NC(=C(N1)F)C1=CC(=C(C=C1)C1CCOCC1)CN(C)C)C=1C=C2C(=CNC(C2=C(C1)F)=O)C